4-bromo-N'-(4-(5-(3,5-dichlorophenyl)-5-(trifluoromethyl)-4,5-dihydroisoxazol-3-yl)-2-methylbenzoyl)-2,6-difluorobenzoyl-hydrazine BrC1=CC(=C(C(=O)NNC(C2=C(C=C(C=C2)C2=NOC(C2)(C(F)(F)F)C2=CC(=CC(=C2)Cl)Cl)C)=O)C(=C1)F)F